4-trifluoromethylbenzopinacol FC(C1=CC=C(C=C1)C(O)(C1=CC=CC=C1)C(O)(C1=CC=CC=C1)C1=CC=CC=C1)(F)F